CC1=CC=C(OC2=CC=C3NC=4CCCCC4C(C3=C2)=O)C=C1 7-(4-methylphenoxy)-1,2,3,4,9,10-hexahydroacridin-9-one